4-amino-8-(3-cyanopyrazin-2-yl)-7-fluoro-N-propylisoquinoline-3-carboxamide NC1=C(N=CC2=C(C(=CC=C12)F)C1=NC=CN=C1C#N)C(=O)NCCC